1,1-bis(t-hexyl)cyclohexaneN C(C)(C)(CCC)C1(C=CCCC1)C(C)(C)CCC